CC(C(C)(C)C)C(CCC=CC)=O tetramethyloct-6-ene-3-one